C12(CC3CC(CC(C1)C3)C2)C2=CC(=CC=3C1(C4=CC=CC=C4C23)C2=CC=CC=C2C=2C=CC=CC21)N 4-(adamantan-1-yl)-N-(9,9-spirobifluoren-2-yl)amine